butoxy-7-((4'-(pyrrolidin-1-ylmethyl)-[1,1'-biphenyl]-3-yl)methyl)imidazo[2,1-f][1,2,4]triazin-4-amine C(CCC)OC1=NN2C(C(=N1)N)=NC=C2CC=2C=C(C=CC2)C2=CC=C(C=C2)CN2CCCC2